The molecule is the simplest member of the class of 2-hydroxy-1,4-benzoquinones, that is 1,4-benzoquinone in which a single hydrogen is replaced by a hydroxy group. It has a role as a mouse metabolite. It is a conjugate acid of a 3,6-dioxocyclohexa-1,4-dien-1-olate. C1=CC(=O)C(=CC1=O)O